C(#N)CC1CC(C1)(C1=NN=CN1C)C=1C=C(C=CC1)NC(=O)C=1C=2N(C=C(C1)CN(C(OC(C)(C)C)=O)CC1(CCCC1)C)C=CN2 tert-butyl ((8-((3-((1s,3s)-3-(cyanomethyl)-1-(4-methyl-4H-1,2,4-triazol-3-yl)cyclobutyl)phenyl)carbamoyl)imidazo[1,2-a]pyridin-6-yl)methyl)((1-methylcyclopentyl)methyl)carbamate